OC1=C(C(=O)NCCCCCCCC(=O)[O-])C=CC=C1 8-[(2-hydroxybenzoyl)amino]octanoat